1-[(2R,3S,4R,5R)-4-[(tert-butyldimethylsilyl)oxy]-5-{[(tert-butyldimethylsilyl)oxy]methyl}-3-fluorooxolan-2-yl]-5-fluoro-3H-pyrimidine [Si](C)(C)(C(C)(C)C)O[C@H]1[C@@H]([C@@H](O[C@@H]1CO[Si](C)(C)C(C)(C)C)N1CNCC(=C1)F)F